N-(5-((6-((R)-3-(3,4-difluorophenyl)isoxazolidine-2-yl)pyrimidine-4-yl)amino)-4-methoxy-2-(4-morpholinopiperidine-1-yl)phenyl)acrylamide FC=1C=C(C=CC1F)[C@@H]1N(OCC1)C1=CC(=NC=N1)NC=1C(=CC(=C(C1)NC(C=C)=O)N1CCC(CC1)N1CCOCC1)OC